tert-Butyl 8-hydroxy-4-methyl-chromane-4-carboxylate OC=1C=CC=C2C(CCOC12)(C(=O)OC(C)(C)C)C